O.O.P(=O)(O)([O-])[O-].[Na+].[Na+] Dinatrium hydrogenphosphat Dihydrat